C(C)(C)(C)C1=CC(=CN=N1)[Si](O[Si](C)(C)C)(O[Si](C)(C)C)C (6-tert-butylpyridazin-4-yl)-methyl-bis(trimethylsilyloxy)silane